F[C@@H]1CN(C[C@H]1F)CC1=CC(=C2CNC(C2=C1)=O)C(F)(F)F 6-{[(3R,4R)-3,4-difluorotetrahydro-1H-pyrrol-1-yl]methyl}-4-(trifluoromethyl)-2,3-dihydro-1H-isoindol-1-one